C1=C(C=CC2=CC3=CC=CC=C3C=C12)C1=CC=C(C#N)C=C1 4-(anthracen-2-yl)benzonitrile